6-(3-Cyclohexylpropoxy)-N-{2-methyl-4-[(pyridin-3-yl)methoxy]phenyl}pyridin-2-amine C1(CCCCC1)CCCOC1=CC=CC(=N1)NC1=C(C=C(C=C1)OCC=1C=NC=CC1)C